methyl 2-amino-3-hydroxy-propanoate NC(C(=O)OC)CO